methyl (S)-2-amino-3-(3-cyanophenyl)propanoate N[C@H](C(=O)OC)CC1=CC(=CC=C1)C#N